OCC1=CC(=NC2=CC=C(C=C12)C(=O)O)NCC1=CC=C(C=C1)OC 4-(hydroxymethyl)-2-((4-methoxybenzyl)amino)quinoline-6-carboxylic acid